2-chloroethane lithium [Li].ClCC